(S)-8-(6-((R)-1-(4-(1-acetylpiperidin-4-yl)-2-(3-methyl-1H-pyrazol-1-yl)phenyl)-2,2,2-trifluoroethoxy)-2-aminopyrimidin-4-yl)-2,8-diazaspiro[4.5]decane-3-carboxylic acid C(C)(=O)N1CCC(CC1)C1=CC(=C(C=C1)[C@H](C(F)(F)F)OC1=CC(=NC(=N1)N)N1CCC2(C[C@H](NC2)C(=O)O)CC1)N1N=C(C=C1)C